ethyl 2-methyl-4H-pyrrolo[2,3-d]thiazole-5-carboxylate CC=1SC2=C(N1)NC(=C2)C(=O)OCC